C(C)N1C(NC(C1)CCNCCC)=O 1-ethyl-4-[2-(propylamino)ethyl]imidazolidin-2-one